FC(C1=NN(C(=C1)C(F)(F)F)CC(=O)N1CCC(CC1)C1CN(OC=2C(C1)CC=CC2)C(=O)NC2CCCC1=CC=CC=C21)(F)F 4-[1-[2-[3,5-bis(trifluoromethyl)pyrazol-1-yl]acetyl]-4-piperidinyl]-N-tetrahydronaphthalen-1-yl-tetrahydrobenzoxazepine-2-Carboxamide